Cl.COC1=CC2=C(C(=CO2)C(=O)N[C@@H]2CNCC2)C=C1 (S)-6-methoxy-N-(pyrrolidin-3-yl)benzofuran-3-carboxamide hydrochloride